C1(=CC(=CC=C1)C#N)C m-Tolunitrile